6-[1-[(3S)-3-piperidyl]pyrazol-4-yl]-4-pyrazin-2-ylsulfanyl-pyrazolo[1,5-a]pyridine-3-carbonitrile N1C[C@H](CCC1)N1N=CC(=C1)C=1C=C(C=2N(C1)N=CC2C#N)SC2=NC=CN=C2